C12C3=C(C(CC1)C2)C(=O)OC3=O 2,3-norbornenedicarboxylic anhydride